COC1=CC=C(C=C1)C=1CC(N(N1)C(=O)C=1C=C(C(=O)O)C=CC1)C=1C(=NN(C1)C=1C=NC=CC1)C1=CC=C(C=C1)C 3-(5-(4-methoxyphenyl)-1'-(pyridin-3-yl)-3'-(p-tolyl)-3,4-dihydro-1'H,2H-[3,4'-bipyrazole]-2-carbonyl)benzoic acid